octyl-acryl-amide C(CCCCCCC)C(C(=O)N)=C